2-(7-(4-chloro-3-fluorophenyl)-2-(ethylthio)pyrazolo[1,5-a]pyrimidin-3-yl)-3-methyl-6-(trifluoromethyl)-3H-imidazo[4,5-c]pyridine ClC1=C(C=C(C=C1)C1=CC=NC=2N1N=C(C2C2=NC1=C(C=NC(=C1)C(F)(F)F)N2C)SCC)F